C(CC)[NH+](CCC)CCC tri-propyl-ammonium